[N-](S(=O)(=O)C(F)(F)F)S(=O)(=O)C(F)(F)F.[Rb+] rubidium trifluoromethanesulfonimide